N,N-dimethyl-[1,1'-biphenyl]-2-amine CN(C=1C(=CC=CC1)C1=CC=CC=C1)C